N1-(2-(cyclopropylmethoxy)ethyl)-N4-(3,4-dichloro-1H-indol-7-yl)benzene-1,4-disulfonamide C1(CC1)COCCNS(=O)(=O)C1=CC=C(C=C1)S(=O)(=O)NC=1C=CC(=C2C(=CNC12)Cl)Cl